propoxybutanol C(CC)OC(CCC)O